5-(2-chlorophenyl)-1-cyclopentyl-N-[(2S)-4-(3,3-difluoropiperidin-1-yl)-1-(5-methyl-4H-1,2,4-triazol-3-yl)butan-2-yl]-1H-pyrazole-3-carboxamide ClC1=C(C=CC=C1)C1=CC(=NN1C1CCCC1)C(=O)N[C@H](CC1=NN=C(N1)C)CCN1CC(CCC1)(F)F